C1(CC1)C=1C=C(C=2N(C1)C=C(N2)COC2=CC(=NC(=N2)OCCO)NC(=O)[C@@H]2[C@H](C2)C2=NC=CC=N2)N2C(N(C(C2)=O)C)=O (1S,2S)-N-(6-((6-cyclopropyl-8-(3-methyl-2,4-dioxoimidazolidin-1-yl)imidazo[1,2-a]pyridin-2-yl)methoxy)-2-(2-hydroxyethoxy)pyrimidin-4-yl)-2-(pyrimidin-2-yl)cyclopropane-1-carboxamide